COC(=O)C=1C=CSC1 Thiophene-4-carboxylic acid methyl ester